CC1(OC2=C(C1)C=CC=C2O)C 2,3-dihydro-2,2-dimethyl-7-benzofuranyl alcohol